BrC1=C2C=C(N(C2=CC=C1)CC(F)(F)F)C1=NOC(=N1)C(=O)NCC=1C=NN(C1)C 3-[4-bromo-1-(2,2,2-trifluoroethyl)indol-2-yl]-N-[(1-methylpyrazol-4-yl)methyl]-1,2,4-oxadiazole-5-carboxamide